[(3R,3'R)-3'-hydroxy-1,4-dihydro-1'H,2H-spiro[isoquinoline-3,4'-piperidin]-1'-yl][2-(2-hydroxyethoxy)-6-methyl-3-pyridinyl]methanone O[C@@H]1CN(CC[C@@]12NCC1=CC=CC=C1C2)C(=O)C=2C(=NC(=CC2)C)OCCO